[Sn].[Cu].[Ni].[Co].[Fe] iron cobalt nickel copper tin